1,5-dimethyl-6-(methylsulfonyl)-3-phenyl-3,5-dihydroimidazo[4,5-c][1,2]thiazine-4(1H)-one CN1SC(C(C2=C1N=C(N2C)S(=O)(=O)C)=O)C2=CC=CC=C2